4-(fluoromethoxy)pyridine-3-carbonitrile FCOC1=C(C=NC=C1)C#N